O=C1N(C(C=C1)=O)CC(=O)NCCNC([C@@H](N)CCCCN)=O N-{2-[2-(2,5-dioxo-2,5-dihydro-1H-pyrrol-1-yl)acetamido]ethyl}-L-lysinamide